ClC=1C(=C(N)C=CC1)B1OC(C(O1)(C)C)(C)C 3-chloro-2-(4,4,5,5-tetramethyl-1,3,2-dioxaborolan-2-yl)aniline